[Ca+2].C(C)C(C1=CC(=C(C(=C1)C(C)(C)C)O)C(C)(C)C)P([O-])([O-])=O.C(C)C(C1=CC(=C(C(=C1)C(C)(C)C)O)C(C)(C)C)P([O-])([O-])=O.[Ca+2] bis[monoethyl (3,5-di-tert-butyl-4-hydroxybenzyl) phosphonate] calcium